1-(1-((4-(6-(1H-imidazol-2-yl)-2-methylpyridin-3-yl)piperazin-1-yl)methyl)-1H-imidazol-4-yl)-3-ethylurea N1C(=NC=C1)C1=CC=C(C(=N1)C)N1CCN(CC1)CN1C=NC(=C1)NC(=O)NCC